(S)-3-(4-fluoro-2-methoxyphenoxy)-N-(piperidin-3-yl)-6-(trifluoromethyl)pyridazine-4-carboxamide FC1=CC(=C(OC=2N=NC(=CC2C(=O)N[C@@H]2CNCCC2)C(F)(F)F)C=C1)OC